C(CCCCCCC)NC(ON1C(CCCC1(C)C)(C)C)=O 2,2,6,6-tetramethylpiperidin-1-yl octylcarbamate